benzoic acid formic acid salt C(=O)O.C(C1=CC=CC=C1)(=O)O